dichlorodi-tert-butyl-(4-dimethylaminophenyl)palladium ClC(C(C)(C)[Pd](C1=CC=C(C=C1)N(C)C)C(C)(C)C)Cl